O=C1NC2=C(N1)C=CC(=C2)NC(=O)NC2=CC=C(C=C2)NC2=CC=CC=C2 (2-oxo-2,3-dihydro-1H-benzo[d]imidazol-5-yl)-3-(4-(phenylamino)-phenyl)urea